C(C)(=O)OC[C@H]1CN(CCN1C1=CC(=C(C=C1)NC1=NC=C(C(=N1)Cl)C(F)(F)F)CC)C(=O)OC(C)(C)C tert-butyl (R)-3-(acetoxymethyl)-4-(4-((4-chloro-5-(trifluoromethyl)pyrimidin-2-yl)amino)-3-ethylphenyl)piperazine-1-carboxylate